5,7-dichloro-1H-quinolin-2-one ClC1=C2C=CC(NC2=CC(=C1)Cl)=O